C(C)(C)(C)OC(=O)N1CCCC2=CC=C(N=C12)CCCCC1(CN(C1)[C@@H](CC(=O)OCC)C1=CC(=C(C=C1)OC)F)C (S)-7-(4-(1-(3-ethoxy-1-(3-fluoro-4-methoxyphenyl)-3-oxopropyl)-3-methylazetidin-3-yl)butyl)-3,4-dihydro-1,8-naphthyridine-1(2H)-carboxylic acid tert-butyl ester